C1(CC1)C1CCC(CC1)C=O (1r,4r)-4-cyclopropylcyclohexane-carbaldehyde